FC1=CC(=C(C=C1C=1OC=CC1)NC1=NC=NC2=CC(=C(C=C12)NC(C=C)=O)OC)C(C)(C)O N-(4-((4-fluoro-5-(furan-2-yl)-2-(2-hydroxypropan-2-yl)phenyl)amino)-7-methoxyquinazolin-6-yl)acrylamide